tert-butyl-dimethyl-[3-[(2S)-2-[3-(2-methyl-sulfanyl-6-pyrrolidin-1-yl-pyrimidin-4-yl)-1-tetrahydropyran-2-yl-indazol-5-yl]oxypropoxy]propoxy]silane acryloxyheptyl-dihydrogenphosphate C(C=C)(=O)OCCCCCCCOP(=O)(O)O.C(C)(C)(C)[Si](OCCCOC[C@H](C)OC=1C=C2C(=NN(C2=CC1)C1OCCCC1)C1=NC(=NC(=C1S)N1CCCC1)C)(C)C